C(C)(C)(C)NC(=O)C1=C(C(=CC(=C1)Cl)C)NC(=O)C1=CC(=NN1C1=NC=CC=C1Cl)OCF N-[2-(tert-Butylcarbamoyl)-4-chloro-6-methylphenyl]-1-(3-chloropyridin-2-yl)-3-(fluoromethoxy)-1H-pyrazol-5-carboxamid